ClCC1=CC(=CC=C1)S(=O)(=O)COC 1-(chloromethyl)-3-methoxymethylsulfonylbenzene